C(C)(C)(C)OC(=O)NCC[C@H](COS(=O)(=O)C)C methanesulfonic acid (2R)-4-[(tert-butoxycarbonyl) amino]-2-methylbutyl ester